N=C1SCC(N1C1=C(C=CC(=C1)C)COCCC)=O 2-imino-3-(5-methyl-2-(propoxymethyl)phenyl)thiazolidin-4-one